(2R,3S,4S,5R)-N-(2-(1-Amino-2-hydroxyethyl)pyridin-4-yl)-3-(3,4-difluoro-2-methoxyphenyl)-4,5-dimethyl-5-(trifluoromethyl)tetrahydrofuran-2-carboxamide NC(CO)C1=NC=CC(=C1)NC(=O)[C@@H]1O[C@]([C@H]([C@H]1C1=C(C(=C(C=C1)F)F)OC)C)(C(F)(F)F)C